2-((3-(1H-pyrrolo[2,3-b]pyridin-5-yl)phenyl)amino)-N-(4-methyl-3-(trifluoromethyl)phenyl)acetamide N1C=CC=2C1=NC=C(C2)C=2C=C(C=CC2)NCC(=O)NC2=CC(=C(C=C2)C)C(F)(F)F